COC1=CC=C(C=C1)CN1C(N2C(=CC1=O)C(C(C2)C(=O)OCC)=O)=O ethyl 2-[(4-methoxyphenyl)methyl]-1,3,5-trioxo-6H,7H-pyrrolo[1,2-c]pyrimidine-6-carboxylate